OC1=NC(=CC(=C1C#N)C(F)(F)F)O 2,6-dihydroxyl-3-cyano-4-trifluoromethylpyridine